1-(2-chlorophenyl)-4-(isothiazol-4-ylamino)-7-(trifluoromethyl)pyrido[2,3-d]pyrimidin-2(1H)-one ClC1=C(C=CC=C1)N1C(N=C(C2=C1N=C(C=C2)C(F)(F)F)NC=2C=NSC2)=O